4-[[4-(4-chloro-2-nitrophenyl)-1-piperazinyl]carbonyl]-2-(1-methylethyl)-1(2H)-phthalazinone ClC1=CC(=C(C=C1)N1CCN(CC1)C(=O)C1=NN(C(C2=CC=CC=C12)=O)C(C)C)[N+](=O)[O-]